1-(2-chloro-4-((6-methoxy-7-(3-(pyrrolidin-1-yl)propoxy)quinazolin-4-yl)oxy)phenyl)-3-(5-methylisoxazol-3-yl)urea ClC1=C(C=CC(=C1)OC1=NC=NC2=CC(=C(C=C12)OC)OCCCN1CCCC1)NC(=O)NC1=NOC(=C1)C